OC=1N=NC(=C2C1N=CC=C2)C2=C(C=C(C=O)C=C2)OC 4-(8-hydroxypyridino[2,3-d]pyridazin-5-yl)-3-methoxybenzaldehyde